(8-bromo-1-(3,5-dichlorophenyl)-7-methoxy-1,4-dihydrobenzopyrano[4,3-c]pyrazol-3-yl)(4-hydroxy-2,2-dimethylpiperidin-1-yl)methanone BrC=1C(=CC2=C(C1)C=1N(N=C(C1CO2)C(=O)N2C(CC(CC2)O)(C)C)C2=CC(=CC(=C2)Cl)Cl)OC